ClC1=C(C=CC=C1C)[C@H]1N(CC[C@H]1OCC(C)(C)O)C(CN1N=C(C=C1C(F)(F)F)C1CC1)=O 1-[(2R,3R)-2-(2-Chloro-3-methyl-phenyl)-3-(2-hydroxy-2-methyl-propoxy)pyrrolidine-1-yl]-2-[3-cyclopropyl-5-(trifluoromethyl)pyrazol-1-yl]ethanone